FC1=C(C(=CC(=C1)C1=NC=CC(=N1)OCC(C)C)F)N1CC(CC1)CC(=O)O 2-{1-[2,6-difluoro-4-(4-isobutoxy-pyrimidin-2-yl)phenyl]pyrrolidin-3-yl}acetic acid